1-(3-Chloro-2-fluorobenzyl)-4-((3-fluoro-6-(thiazol-2-ylamino)pyridin-2-yl)methyl)-2-(trifluoromethyl)piperidine-4-carboxylic acid methyl ester COC(=O)C1(CC(N(CC1)CC1=C(C(=CC=C1)Cl)F)C(F)(F)F)CC1=NC(=CC=C1F)NC=1SC=CN1